C(CCC)(=O)N[C@H]1C(O)O[C@@H]([C@]([C@@H]1O)(O)C(C(C)C)=O)COC(C(C)C)=O 2-N-butyryl-4,6-O-diisobutyryl-D-glucosamine